C(C)OC=1C=C(C=CC1C=1NC(C2=C(N1)NN=N2)=O)C2=CC(=CC=C2)OC(C(=O)O)(C)C 2-((3'-ethoxy-4'-(7-oxo-6,7-dihydro-3H-[1,2,3]triazolo[4,5-d]pyrimidin-5-yl)-[1,1'-biphenyl]-3-yl)oxy)-2-methylpropanoic acid